ClC1=CC(=NC=N1)C=1N(N=C2C=CC(=CC12)OC1(CC1)C)COCC[Si](C)(C)C 3-(6-Chloropyrimidin-4-yl)-5-(1-methylcyclopropoxy)-2-((2-(trimethylsilyl)ethoxy)methyl)-2H-indazole